tert-butyl (1S,3S,4S)-3-[2-(5-{2-[di(propan-2-yl)carbamoyl]-4-fluorophenoxy}pyrimidin-4-yl)-2,7-diazaspiro[3.5]nonane-7-carbonyl]-5-oxo-2-azabicyclo[2.2.2]octane-2-carboxylate CC(C)N(C(=O)C1=C(OC=2C(=NC=NC2)N2CC3(C2)CCN(CC3)C(=O)[C@H]3N([C@@H]2CC([C@H]3CC2)=O)C(=O)OC(C)(C)C)C=CC(=C1)F)C(C)C